(2-allylsulfonyl-benzimidazol-1-yl)-acetic acid C(C=C)S(=O)(=O)C1=NC2=C(N1CC(=O)O)C=CC=C2